tert-butyl ((3S,5S)-1-benzyl-5-morpholinopiperidin-3-yl)carbamate C(C1=CC=CC=C1)N1C[C@H](C[C@@H](C1)N1CCOCC1)NC(OC(C)(C)C)=O